C(C)(C)(C)OC(=O)N1OCCC1C1=CN(C(=C1)C#N)C 3-(5-cyano-1-methyl-1h-pyrrol-3-yl)-1,2-oxazolidin-2-carboxylic acid tert-butyl ester